1-(7-bromoimidazo[1,2-a]pyridin-3-yl)pyrimidine-2,4(1H,3H)-dione BrC1=CC=2N(C=C1)C(=CN2)N2C(NC(C=C2)=O)=O